1-(4-chlorotrifluoromethylphenyl)-1H-imidazole-4-carboxamide ClC1=CC(=C(C=C1)N1C=NC(=C1)C(=O)N)C(F)(F)F